O1CCN(CC1)C(C[C@H](C(N[C@@H](CCCC)B1OC(C(O1)(C)C)(C)C)=O)NC(OC(C)(C)C)=O)=O tertbutyl ((R)-4-morpholino-1,4-dioxo-1-(((R)-1-(4,4,5,5-tetramethyl-1,3,2-dioxaborolan-2-yl)pentyl)amino)butan-2-yl)carbamate